C(C)OC(CNC(C1=CN=CC=C1)=O)=O nicotinoyl-glycine ethyl ester